C1(=C(C=CC=C1)ONC1=CC=CC=C1)ONC1=CC=CC=C1 phenylenedioxydianiline